5-(difluoromethyl)-1'-(2-{[1-(3-hydroxy-3-methylcyclobutyl)-7-(trifluoromethyl)-1H-1,3-benzodiazol-5-yl]oxy}ethyl)-1,2-dihydrospiro[indole-3,4'-piperidin]-2-one FC(C=1C=C2C(=CC1)NC(C21CCN(CC1)CCOC1=CC2=C(N(C=N2)C2CC(C2)(C)O)C(=C1)C(F)(F)F)=O)F